CC1=C(C=C(C=C1)C12CCCC(N1C(=O)N)C2)C=2N=NC=C(N2)C(F)(F)F (4-methyl-3-(5-(trifluoromethyl)-1,2,4-triazin-3-yl)phenyl)-6-azabicyclo[3.1.1]heptane-6-carboxamide